C1(=CC=CC=C1)N(C(=O)N1C=NC2=C1C=CC=C2)C2=CC=C(C=C2)C(C)C N-phenyl-N-(4-isopropylphenyl)-1H-benzimidazole-1-carboxamide